N1(CC1)CCC(=O)O.N1(CC1)CCC(=O)O.N1(CC1)CCC(=O)O.C(O)C(CC)(CO)CO trimethylolpropane tris[3-(aziridine-1-yl) propionate]